N1C=NC2=C1C=CC(=C2)OC2=CC=C(N=N2)CN2CCOCC2 4-[[6-(1H-benzoimidazol-5-yloxy)pyridazin-3-yl]methyl]morpholine